(5-(3-chloro-4-cyclopropylphenyl)-2,3-dihydro-1H-inden-1-yl)-3-methylpyrrolidin-3-ol ClC=1C=C(C=CC1C1CC1)C=1C=C2CCC(C2=CC1)N1CC(CC1)(O)C